SCC(=O)NNC(CS)=O bis(mercaptoacetyl)hydrazine